1-(tert-butyl) 4-((1-(((R/S)-2-(4-(5-chloropyrimidin-2-yl) piperidin-1-yl)-5-oxo-6,7-dihydrothieno[3,2-d]pyrimidin-4-yl) amino) cyclobutyl) methyl-d2) (tert-butoxycarbonyl)-L-aspartate C(C)(C)(C)OC(=O)N[C@@H](CC(=O)OC([2H])([2H])C1(CCC1)NC=1C2=C(N=C(N1)N1CCC(CC1)C1=NC=C(C=N1)Cl)CC[S@]2=O)C(=O)OC(C)(C)C |&1:42|